ClC1=CC(=C(C(=C1)F)NC1CCC(CC1)(O)CON1C(C=CC2=CC=CC=C12)=O)F ((4-((4-chloro-2,6-difluorophenyl)amino)-1-hydroxycyclohexyl)methoxy)quinolin-2(1H)-one